N-(7-fluoro-2-oxo-1,2,3,4-tetrahydroquinolin-6-yl)-2-isopropylbenzamide FC1=C(C=C2CCC(NC2=C1)=O)NC(C1=C(C=CC=C1)C(C)C)=O